methyl 4-[(1S)-1-[[(3R)-4-[(3-bromophenyl)methyl]morpholine-3-carbonyl]amino]ethyl]benzoate BrC=1C=C(C=CC1)CN1[C@H](COCC1)C(=O)N[C@@H](C)C1=CC=C(C(=O)OC)C=C1